OCCOC1CC(CC1)C(=O)C1=CC=C(C=C1)C1=CC(=CC=C1C)C(=O)N 4'-(3-(2-hydroxyethoxy)cyclopentanecarbonyl)-6-methyl-[1,1'-biphenyl]-3-carboxamide